The molecule is a monounsaturated fatty acyl-CoA(4-) arising from deprotonation of the phosphate and diphosphate functions of (5Z)-icosenoyl-CoA; major species at pH 7.3. It is a monounsaturated fatty acyl-CoA(4-) and a long-chain fatty acyl-CoA(4-). It is a conjugate base of a (5Z)-icosenoyl-CoA. CCCCCCCCCCCCCC/C=C\\CCCC(=O)SCCNC(=O)CCNC(=O)[C@@H](C(C)(C)COP(=O)([O-])OP(=O)([O-])OC[C@@H]1[C@H]([C@H]([C@@H](O1)N2C=NC3=C(N=CN=C32)N)O)OP(=O)([O-])[O-])O